5-chloroimidazo[1,5-a]pyridin-8-ylmethanol ClC1=CC=C(C=2N1C=NC2)CO